C(C)(=O)N[C@H](C(=O)N1[C@@H](C[C@H](C1)O)C(=O)N[C@@H](C)C1=CC=C(C=C1)Cl)C(C)(C)C (2S,4R)-1-((S)-2-acetamido-3,3-dimethylbutanoyl)-N-((S)-1-(4-chlorophenyl)ethyl)-4-hydroxypyrrolidine-2-carboxamide